BrC1=CC(=C(C=C1C)N(C(C#CCC)=O)C1=CC=C2C(=N1)OCCO2)OCCOC N-[4-bromo-2-(2-methoxyethoxy)-5-methylphenyl]-N-{2H,3H-[1,4]dioxino[2,3-b]pyridin-6-yl}pent-2-ynamide